N-[5-[[(7R)-3-cyclopropyl-5-[(2-fluoro-2-methylpropyl)sulfamoyl]-7,8-dihydro-6H-cyclopenta[g]isoquinolin-7-yl]amino]pyridin-2-yl]sulfonylacetamide C1(CC1)C=1N=CC2=CC3=C(C(=C2C1)S(NCC(C)(C)F)(=O)=O)C[C@@H](C3)NC=3C=CC(=NC3)S(=O)(=O)NC(C)=O